6-(hydroxymethyl)-10,14-dimethyl-pentadec-5,9,13-trien-2-one OCC(=CCCC(C)=O)CCC=C(CCC=C(C)C)C